(rac)-(2s,4s)-2-(1-(4-(trifluoromethoxy)phenyl)-3-azabicyclo[3.1.0]hexane-3-carbonyl)-7-oxa-5-azaspiro[3.4]octane-6-one FC(OC1=CC=C(C=C1)C12CN(CC2C1)C(=O)C1CC2(C1)NC(OC2)=O)(F)F